FC1=CC=C(CN2CCN(CC2)C2=NC=NC3=CC=C(C=C23)C2=CC(=NC=C2)N)C=C1 4-(4-(4-(4-fluorobenzyl)piperazin-1-yl)quinazolin-6-yl)pyridin-2-amine